C12=CC=C3C=C2C2=CC=CC4=CC=C1C3=C24 benzo-[alpha]-pyrene